1,4-bis[4-(3-maleimidophenoxy)-3,5-dimethyl-α,α-dimethylbenzyl]benzene C1(C=CC(N1C=1C=C(OC2=C(C=C(C(C)(C)C3=CC=C(C=C3)C(C3=CC(=C(C(=C3)C)OC3=CC(=CC=C3)N3C(C=CC3=O)=O)C)(C)C)C=C2C)C)C=CC1)=O)=O